C(=O)O.N[C@H]1C[C@H](NC1)C(=O)N1CCN(CC1)C(=O)C1=C(C=C(C=C1)NC=1C=2N(C=CN1)C(=CN2)C=2C(=NNC2)C(F)(F)F)Cl [4-[(2S,4S)-4-aminopyrrolidine-2-carbonyl]piperazin-1-yl]-[2-chloro-4-[[3-[3-(trifluoromethyl)-1H-pyrazol-4-yl]imidazo[1,2-a]pyrazin-8-yl]amino]phenyl]methanone formate